CN1N=C(CC1=O)C 2,4-dihydro-2,5-dimethyl-3H-pyrazol-3-one